N-(3-chloro-2-methylphenyl)-2-[(methylamino)methyl]-6-({[2-(trifluoromethyl)phenyl]carbonyl}amino)-1H-benzimidazole-4-carboxamide ClC=1C(=C(C=CC1)NC(=O)C1=CC(=CC=2NC(=NC21)CNC)NC(=O)C2=C(C=CC=C2)C(F)(F)F)C